COC1C(CNCC1)O 4-methoxypiperidin-3-ol